CC(C[C@@H](C(=O)O)NS(=O)(=O)C)C (S)-4-methyl-2-(methylsulfonylamino)pentanoic acid